2-tert-butyl-5-(2-phenyl-imidazol-1-yl)-pyrimidine C(C)(C)(C)C1=NC=C(C=N1)N1C(=NC=C1)C1=CC=CC=C1